N-(beta-aminoethyl)-3-aminopropyl-methyl-diethoxysilane NCCNCCC[Si](OCC)(OCC)C